3-[(3,4-Dichlorophenyl)sulfanyl]-N-hydroxypyridazine-4-carboxamide ClC=1C=C(C=CC1Cl)SC=1N=NC=CC1C(=O)NO